P(O)(=O)(OP(=O)(O)OP(=O)(O)O)OC[C@@H]1[C@H]([C@H]([C@@H](O1)C1=CN(C(=O)NC1=O)C1CCCC1)O)O 1-cyclopentyl-pseudouridine triphosphate